2-chloro-1-(2-oxo-2-(4-(trifluoromethyl)phenyl)ethyl)pyridinepropioic acid hydrazide ClC1(N(C=CC=C1)CC(C1=CC=C(C=C1)C(F)(F)F)=O)CCC(=O)NN